C(C)OC(\C(=C/NC1=NC(=NC(=C1)Cl)C)\C(C1=C(C=C(C(=C1)[N+](=O)[O-])F)F)=O)=O (Z)-3-((6-chloro-2-methylpyrimidin-4-yl)amino)-2-(2,4-difluoro-5-nitrobenzoyl)acrylic acid ethyl ester